N-((3S,4S)-3-((9-cyano-6-(2,6-dichloro-3,5-dimethoxyphenyl)-5,6-dihydropyrimido[5,4-c][1,8]naphthyridin-2-yl)amino)tetrahydro-2H-pyran-4-yl)acrylamide C(#N)C1=CC=2C3=C(CN(C2N=C1)C1=C(C(=CC(=C1Cl)OC)OC)Cl)C=NC(=N3)N[C@@H]3COCC[C@@H]3NC(C=C)=O